ClC=1C=C(C(=O)[N-][N+]2=CC=CC=C2)C=C(N1)Cl (2,6-Dichloroisonicotinoyl)(pyridin-1-ium-1-yl)amide